(R)-N-(1-(((3-methyl-pyridin-2-yl)oxy)methyl)cyclopropyl)-2-(1-methyl-pyrrolidin-2-yl)acetamide CC=1C(=NC=CC1)OCC1(CC1)NC(C[C@@H]1N(CCC1)C)=O